5-benzyl-7-methyl-1,5,7-triazabicyclo[4.4.0]decane C(C1=CC=CC=C1)N1CCCN2CCCN(C12)C